Cis-N-(3-Chloro-4-fluorophenyl)-2-methyl-5-(5-(1-methyl-1H-pyrazol-3-yl)thiophen-2-yl)-1,2,6-thiadiazinane-3-carboxamide 1,1-dioxide ClC=1C=C(C=CC1F)NC(=O)[C@@H]1N(S(N[C@@H](C1)C=1SC(=CC1)C1=NN(C=C1)C)(=O)=O)C